benzyl N-[(1R,2S)-2-(hydroxymethyl)cyclopropyl]carbamate OC[C@@H]1[C@@H](C1)NC(OCC1=CC=CC=C1)=O